6-(2,6-Dichlorophenyl)-2-((3-bromo-4-(4-methylpiperazin-1-yl)phenyl)amino)-8,9-dihydroimidazo[1,2-a]pyrimido[5,4-e]pyrimidin-5(6H)-one ClC1=C(C(=CC=C1)Cl)N1C=2N(C3=C(C1=O)C=NC(=N3)NC3=CC(=C(C=C3)N3CCN(CC3)C)Br)CCN2